3-methyl-quinazolin-4(3H)-one-6-boronic acid pinacol ester CN1C=NC2=CC=C(C=C2C1=O)B1OC(C)(C)C(C)(C)O1